C(CCC)SC1=C(C=CC=C1)[C@](C1=CC=C(C=C1)O)(C1=CC=CC=C1)C=1NC(=CC1)C (R)-4-((2-(butylsulfanyl)phenyl)(5-methyl-1H-pyrrol-2-yl)(phenyl)methyl)phenol